COC1=C(C2=C(C(=N1)O)CCC2)C2=C(C=CC=C2)OCCOC 3-methoxy-4-[2-(2-methoxyethoxy)phenyl]-6,7-dihydro-5H-cyclopenta[c]pyridin-1-ol